C(C)(C)(C)OC(=O)N1C[C@@H](CCC1)NCCC (R)-3-(n-propylamino)piperidine-1-carboxylic acid tert-butyl ester